arsenic antimony tellurium sulfur selenium [Se].[S].[Te].[Sb].[As]